N1COCC2=C1N=CC=C2 1,3-dihydro-pyrido[2,4]oxazine